bis[4-(3,5-dimethylphenyl)-2-methyl-1H-inden-1-yl]Dimethylsilane CC=1C=C(C=C(C1)C)C1=C2C=C(C(C2=CC=C1)[Si](C)(C)C1C(=CC2=C(C=CC=C12)C1=CC(=CC(=C1)C)C)C)C